2-amino-N-((2'-methoxy-6'-methyl-[3,3'-bipyridyl]-6-yl)methyl)-N',3-dimethyl-N'-(pyrimidin-2-yl)quinoline-6-carbohydrazide NC1=NC2=CC=C(C=C2C=C1C)C(=O)N(N(C1=NC=CC=N1)C)CC1=CC=C(C=N1)C=1C(=NC(=CC1)C)OC